FC1=CC=C(C=C1)C(C)(O)C1=C(C=CC=C1)O 2-(1-(4-fluorophenyl)-1-hydroxyethyl)phenol